ClC1=NC(=NC(=N1)C1=NC(=CC=C1)C(F)(F)F)NC(C)C 4-chloro-N-isopropyl-6-(6-(trifluoromethyl)pyridin-2-yl)-1,3,5-triazin-2-amine